FC1(CC(C1)C1=NOC(=N1)C=1C=CC(=C(C1)NC(=O)C1=CN=C2N1C=CC(=C2)C)C)F N-(5-(3-(3,3-difluorocyclobutyl)-1,2,4-oxadiazol-5-yl)-2-methylphenyl)-7-methylimidazo[1,2-a]pyridine-3-carboxamide